Sarcosinate N(C)CC(=O)[O-]